FC1=C(CN2C(C3=NC=CN=C3C(=C2)C(=O)N[C@@H]2[C@H](COCC2)O)=O)C=CC(=C1)C=1C=NN(C1)C 6-(2-fluoro-4-(1-methyl-1H-pyrazol-4-yl)benzyl)-N-((3R,4S)-3-hydroxytetrahydro-2H-pyran-4-yl)-5-oxo-5,6-dihydropyrido[3,4-b]pyrazine-8-carboxamide